acetyl-lactate C(C)(=O)OC(C(O)C)=O